FC(C(=O)[O-])(F)F.C1=CC=CC=2C3=CC=CC=C3C(C12)COC(=O)N[C@@H](CC[N+](C)(C)C)C(=O)O (S)-3-((((9H-fluoren-9-yl)methoxy)carbonyl)amino)-3-carboxy-N,N,N-trimethylpropan-1-aminium 2,2,2-trifluoroacetate